(S)-N-(1-(5-(2-methoxyquinolin-3-yl)-1,3,4-oxadiazol-2-yl)-7-oxononyl)-2-azaspiro[3.5]nonane-7-carboxamide COC1=NC2=CC=CC=C2C=C1C1=NN=C(O1)[C@H](CCCCCC(CC)=O)NC(=O)C1CCC2(CNC2)CC1